2-((1-(3-Fluorophenyl)-1H-pyrazol-3-yl)amino)-5-methyl-8-phenylpyrido[2,3-d]pyrimidin-7(8H)-one FC=1C=C(C=CC1)N1N=C(C=C1)NC=1N=CC2=C(N1)N(C(C=C2C)=O)C2=CC=CC=C2